methyl 3-iodo-1-methylpyrrolo[2,3-b]pyridine-5-carboxylate IC1=CN(C2=NC=C(C=C21)C(=O)OC)C